C1=C(C(=O)NC(=O)N1)Br The molecule is a pyrimidine having keto groups at the 2- and 4-positions and a bromo group at the 5-position. Used mainly as an experimental mutagen. It has a role as a mutagen. It is a member of pyrimidines and a nucleobase analogue. It derives from a uracil.